tetracosanoic Acid (Ethyl myristate) C(C)C(C(=O)O)CCCCCCCCCCCC.C(CCCCCCCCCCCCCCCCCCCCCCC)(=O)O